S1C2=C(C=C1)C(=CC=C2)N2CCN(CC2)CCCCOC2=CC=C1C=CC(N(C1=C2)C(CCCCCCCCCCCCCCCCCC)=O)=O 7-(4-(4-(benzo[b]thiophen-4-yl)piperazin-1-yl)butoxy)-1-nonadecanoylquinolin-2(1H)-one